NC1=NC=C(C=C1NCC(C(=O)O)N1CC2(COC2)C1)Br 3-((2-amino-5-bromopyridin-3-yl)amino)-2-(2-oxa-6-azaspiro[3.3]hept-6-yl)propanoic acid